(1-methyl-6-(oxiran-2-ylmethoxy)-1H-indol-2-yl)(4-(4-(2,2,2-trifluoroethoxy)benzyl)piperazin-1-yl)methanone CN1C(=CC2=CC=C(C=C12)OCC1OC1)C(=O)N1CCN(CC1)CC1=CC=C(C=C1)OCC(F)(F)F